CN(C)C(C)O Z-dimethylaminoethanol